C(C)(=O)O[BH-](OC(C)=O)OC(C)=O.[Na+].COC(=O)C=1SC(=CC1OCC1CCN(CC1)C)C.C=O formaldehyde Methyl-5-methyl-3-((1-methylpiperidin-4-yl)methoxy)thiophene-2-carboxylate Sodium triacetoxyborohydride